1-butyl-3-ethoxycarbonylimidazolium C(CCC)N1C=[N+](C=C1)C(=O)OCC